FC1(CC(C1)C)C1=CC(=NC=C1)N1N=CC(=C1)S(=O)(=O)NC=1C=CC=C2C=NN(C12)C 1-[4-(1-fluoro-3-methylcyclobutyl)pyridin-2-yl]-N-(1-methylindazol-7-yl)pyrazole-4-sulfonamide